NC1=C2C(C3(C(OC4=C3C=CC(=C4)Cl)(C2=CC=C1)O)NC(C)=O)=O N-(1-amino-7-chloro-4b-hydroxy-10-oxo-4b,10-dihydro-9bH-indeno[1,2-b]benzofuran-9b-yl)acetamide